CN1CCC(CC1)NC(=O)C=1C=NN2C1C=C(C=C2)C2=CNC1=NC=C(C=C12)C1=C(C=CC=C1)C N-(1-methylpiperidin-4-yl)-5-(5-(o-tolyl)-1H-pyrrolo[2,3-b]pyridin-3-yl)pyrazolo[1,5-a]pyridine-3-carboxamide